rac-(5s,7s)-7-fluoro-5-phenyl-6,7-dihydro-5H-pyrrolo[1,2-b][1,2,4]triazole-2-carboxylate F[C@H]1C[C@H](N2N=C(N=C21)C(=O)[O-])C2=CC=CC=C2 |r|